[1-(cyclopropylmethyl)-1H-pyrrolo[2,3-b]pyridin-2-yl]-N-[(3R,5S)-5-[(2E)-4-(dimethylamino)but-2-enamido]piperidin-3-yl]-1-methyl-1H-1,3-benzodiazole-5-carboxamide dihydrochloride Cl.Cl.C1(CC1)CN1C(=CC=2C1=NC=CC2)C2=NC1=C(N2C)C=CC(=C1)C(=O)N[C@H]1CNC[C@H](C1)NC(\C=C\CN(C)C)=O